rac-N-(2,3-dihydroxypropyl)-5-((5-(4-(trifluoromethyl)phenyl)oxazol-2-yl)amino)pyridinecarboxamidine O[C@H](CNC(=N)C1=NC=C(C=C1)NC=1OC(=CN1)C1=CC=C(C=C1)C(F)(F)F)CO |r|